C1(CC1)C=1NC(=CN1)C=1C(=C(C(=CC1)O)N1CC(NS1(=O)=O)=O)F 5-(3-(2-cyclopropyl-1H-imidazol-5-yl)-2-fluoro-6-hydroxyphenyl)-1,2,5-thiadiazolidin-3-one 1,1-dioxide